CS(=O)(=O)NC1CCN(CCC1)C(=O)OC(C)(C)C tert-butyl 4-(methylsulfonamido)azepane-1-carboxylate